NC(C(=O)O)CC(=O)C1=C(C(=CC=C1)O)N 2-amino-4-(2-amino-3-hydroxyphenyl)-4-oxobutanoic acid